tert-butyl 3-((4,6-dichloropyridin-3-yl) methyl)-3-hydroxypyrrolidine-1-carboxylate ClC1=C(C=NC(=C1)Cl)CC1(CN(CC1)C(=O)OC(C)(C)C)O